BrC1=C2C=NN(C2=CC2=C1C(C(C2)(F)F)C)C2OCCCC2 4-bromo-6,6-difluoro-5-methyl-1-(tetrahydro-2H-pyran-2-yl)-1,5,6,7-tetrahydrocyclopenta[f]indazole